4-(4-fluoro-3-isopropyl-2-(8-methyl-[1,2,4]triazolo[1,5-a]pyridin-6-yl)-1H-pyrrolo[2,3-c]pyridin-5-yl)-N-neopentylcyclohexan-1-amine FC1=C2C(=CN=C1C1CCC(CC1)NCC(C)(C)C)NC(=C2C(C)C)C=2C=C(C=1N(C2)N=CN1)C